glutamic acid alpha-amide C(CC(=O)O)[C@@H](C(=O)N)N